FC(OC1=C(C(=C(C(=C1F)F)S(=O)(=O)Cl)F)F)F 4-(difluoromethoxy)-2,3,5,6-tetrafluorobenzenesulfonyl chloride